4-amino-2,2-dimethyl-7-oxo-3,4,7,9-tetrahydropyrano[2,3-e]isoindol NC1CC(OC2=C3CNC(C3=CC=C21)=O)(C)C